BrC1=NC(=CN=C1)OC1COC1 2-bromo-6-(oxetan-3-yl-oxy)pyrazine